C(CCC)N1C=[N+](C=C1)CCCCS(=O)(=O)[O-].ClC1=C(C=CC=C1Cl)N1CCN(CC1)C(=O)NCC(=O)NC1=CC(=CC=C1)OC 4-(2,3-dichlorophenyl)-N-(2-((3-methoxyphenyl)amino)-2-oxoethyl)piperazine-1-carboxamide 4-(3-Butyl-1-Imidazolio)-1-ButaneSulfonate